[6-(dimethylamino)-4-methoxypyridin-3-yl]-5-(propan-2-yl)-1H-pyrrole-3-carboxamide CN(C1=CC(=C(C=N1)N1C=C(C=C1C(C)C)C(=O)N)OC)C